4-(3-chloro-5-ethoxycarbonyl-2-pyridinyl)piperazine-1-carboxylic acid tert-butyl ester C(C)(C)(C)OC(=O)N1CCN(CC1)C1=NC=C(C=C1Cl)C(=O)OCC